(2S,4S)-2-[(1S)-1-hydroxyethyl]-4-methoxypyrrolidine-1-carboxylic acid tert-butyl ester C(C)(C)(C)OC(=O)N1[C@@H](C[C@@H](C1)OC)[C@H](C)O